Br.BrCC1=C2C(=NC=C1)NC=C2 4-(bromomethyl)-1H-pyrrolo[2,3-b]pyridine hydrobromide